FC(C1=NC(=NO1)C=1C=C2CC[C@H](C2=CC1)NC(=O)C1=CN=C(O1)C)F (R)-N-(5-(5-(difluoromethyl)-1,2,4-oxadiazol-3-yl)-2,3-dihydro-1H-inden-1-yl)-2-methyl-oxazole-5-carboxamide